3-(tert-butyl)-1-(3-fluorophenyl)-1H-pyrazole-5-amine C(C)(C)(C)C1=NN(C(=C1)N)C1=CC(=CC=C1)F